(3-(4-(1-aminoethyl)-4-methylpiperidin-1-yl)-6-(2,3-dichloropyridin-4-yl)-5-methylpyrazin-2-yl)methanol NC(C)C1(CCN(CC1)C=1C(=NC(=C(N1)C)C1=C(C(=NC=C1)Cl)Cl)CO)C